FC1=C(C(=O)C2CCNCC2)C=CC(=C1)F 4-(2,4-Difluorobenzoyl)-piperidine